N1(CCC1)CCN1CNC2=NC=C(C=C21)C2=C(C=CC=C2C)C 1-[2-(Azetidin-1-yl)ethyl]-6-(2,6-dimethylphenyl)-3H-imidazo[4,5-b]pyridin